The molecule is a 1,2-diacyl-sn-glycerol 3-phosphate(2-) obtained by deprotonation of the phosphate OH groups of 1-oleoyl-2-(11Z)-octadecenoyl-sn-glycero-3-phosphate. It is a 1,2-diacyl-sn-glycerol 3-phosphate(2-) and a 1-oleoyl-2-acyl-sn-glycero-3-phosphate(2-). It is a conjugate base of a 1-oleoyl-2-(11Z)-octadecenoyl-sn-glycero-3-phosphate. CCCCCCCC/C=C\\CCCCCCCC(=O)OC[C@H](COP(=O)([O-])[O-])OC(=O)CCCCCCCCC/C=C\\CCCCCC